2,4-difluoro-3-([[3-methyl-1-(oxan-2-yl)pyrazolo[3,4-b]pyridin-5-yl]oxy]methyl)aniline FC1=C(N)C=CC(=C1COC=1C=C2C(=NC1)N(N=C2C)C2OCCCC2)F